(S)-5-((4-((2-hydroxy-1-phenylethyl)amino)-5-(1,2,4-oxadiazol-5-yl)pyridin-2-yl)amino)-2,3,3-trimethylisoindolin-1-one OC[C@H](C1=CC=CC=C1)NC1=CC(=NC=C1C1=NC=NO1)NC=1C=C2C(N(C(C2=CC1)=O)C)(C)C